C(C)(C)(C)N1N=C(C=C1C)NC1=C(C(=CC(=N1)C[C@@]1(C[C@H](N(CC1)CC1=C(C(=CC=C1)Cl)F)C)C(=O)OC(C)(C)C)C#N)F tert-butyl (2R,4R)-4-((6-((1-(tert-butyl)-5-methyl-1H-pyrazol-3-yl)amino)-4-cyano-5-fluoropyridin-2-yl) methyl)-1-(3-chloro-2-fluorobenzyl)-2-methylpiperidine-4-carboxylate